(2-bromopyrimidin-4-yl)butan-2-ol BrC1=NC=CC(=N1)CC(CC)O